4-cyclopropyl-7-(2-((2-ethyl-4-((3S,5R)-3,4,5-trimethylpiperazin-1-yl)phenyl)amino)-5-(trifluoromethyl)pyrimidin-4-yl)-3,4-dihydrothieno[2,3-f][1,4]thiazepin-5(2H)-one 1,1-dioxide C1(CC1)N1CCS(C2=C(C1=O)SC(=C2)C2=NC(=NC=C2C(F)(F)F)NC2=C(C=C(C=C2)N2C[C@@H](N([C@@H](C2)C)C)C)CC)(=O)=O